C1(CC1)C(CCO)NC(=O)C=1C=NC(=C(C1)C1=NN(C=C1)C)OC1=CC=C(C=C1)C(F)(F)F N-(1-Cyclopropyl-3-hydroxypropyl)-5-(1-methyl-1H-pyrazol-3-yl)-6-[4-(trifluoromethyl)phenoxy]pyridine-3-carboxamide